((1S,3R)-3-((3-(2-cyanoacetyl)-2-methoxypyridin-4-yl)oxy)cyclopentyl)carbamic acid tert-butyl ester C(C)(C)(C)OC(N[C@@H]1C[C@@H](CC1)OC1=C(C(=NC=C1)OC)C(CC#N)=O)=O